(S)-3-(2-acetyl-7-chloro-1,2,3,4-tetrahydroisoquinolin-5-yl)morpholine-4-carboxylic acid tert-butyl ester C(C)(C)(C)OC(=O)N1[C@H](COCC1)C1=C2CCN(CC2=CC(=C1)Cl)C(C)=O